O=C1NC(CCC1N1C(C2=CC=C(C=C2C1=O)\C=C\OCC)=O)=O (E)-2-(2,6-dioxopiperidin-3-yl)-5-(2-ethoxyvinyl)isoindoline-1,3-dione